CN1N=NC(=C1NC(O[C@H](C)C=1C(=NC=CC1)F)=O)C1=NC=C(C=C1)NC(=O)C12CC(C1)(C2)C(F)(F)F (R)-1-(2-fluoropyridin-3-yl)ethyl (1-methyl-4-(5-(3-(trifluoromethyl) bicyclo[1.1.1]pentane-1-carboxamido) pyridin-2-yl)-1H-1,2,3-triazol-5-yl)carbamate